BrC1=CC(=C(C=C1)N1CCOC2=C(C1=O)N(N=C2)C)C 7-(4-bromo-2-methylphenyl)-1-methyl-6,7-dihydro-1H-pyrazolo[3,4-f]-[1,4]oxazepin-8(5H)-one